C(\C=C/C(=O)OC(C)C)(=O)OC(C)C di-isopropyl maleate